FC1(CN(C=C1)CC1=CSC2=C1N=C(N=C2N2[C@@H](COCC2)C)C2=C1C=CNC1=CC=C2)F (R)-4-(7-((3,3-Difluoropyrrol-1-yl)methyl)-2-(1H-indol-4-yl)thieno[3,2-d]pyrimidine-4-yl)-3-methylmorpholine